FC1=CC=C(C=C1)N1N=CC=2C(=NC=CC21)N2C1C(NCCCCN3C=C4C(C=CC=C4C=4C=CC=C(OC(C2)C1)C4)=N3)=O 17-[1-(4-fluorophenyl)pyrazolo[4,3-c]pyridin-4-yl]-20-oxa-9,14,17,27-tetrazapentacyclo[19.3.1.16,9.116,19.02,7]heptacosa-1(25),2,4,6(27),7,21,23-heptaen-15-one